[5-chloro-3-(2,2,2-trifluoroethyl)imidazol-4-yl]methanol ClC1=C(N(C=N1)CC(F)(F)F)CO